C1(=CC=CC=C1)CCN1N=C(C=CC1=O)C=1C=NC(=NC1)OCC(F)(F)F 2-(2-phenylethyl)-6-[2-(2,2,2-trifluoroethoxy)pyrimidin-5-yl]pyridazin-3-one